bis(2,4,6-trimethylbenzoyl)-2,3,5,6-tetramethylphenylphosphine oxide CC1=C(C(=O)P(C2=C(C(=CC(=C2C)C)C)C)(C(C2=C(C=C(C=C2C)C)C)=O)=O)C(=CC(=C1)C)C